ClC=1C=C(C=C(C1)OCCOC)C=1C(=NN(C1C(=O)O)C=1SC(=C(N1)C1=CC(=C(C=C1)Cl)Cl)SC(C)C)C 4-(3-chloro-5-(2-methoxyethoxy)phenyl)-1-(4-(3,4-dichlorophenyl)-5-(isopropylthio)thiazol-2-yl)-3-methyl-1H-pyrazole-5-carboxylic acid